(S)-1-cyclopropyl-2,2,2-trifluoroethylamine C1(CC1)[C@@H](C(F)(F)F)N